C1(=CC=CC2=CC=CC=C12)C(C)N1CC(CC1)C(=O)N 1-(1-(naphthalen-1-yl)ethyl)pyrrolidine-3-carboxamide